(S)-6-(2-oxo-1,2-dihydropyridin-4-yl)-4-azaspiro[2.4]heptane-4-carboxylic acid tert-butyl ester C(C)(C)(C)OC(=O)N1C2(CC2)C[C@H](C1)C1=CC(NC=C1)=O